CN(C1=C(C=CC=C1)C1CCN(CC1)C1=NC(=NC2=CC=C(C=C12)N(CCO)C)C1(CCC1)C)C 2-{[4-[4-(2-dimethylamino-phenyl)-piperidin-1-yl]-2-(1-methyl-cyclobutyl)-quinazolin-6-yl]-methyl-amino}-ethanol